methyl 7-((tert-butoxycarbonyl) amino)-2-iodo-6-methylpyrazolo[5,1-b]thiazole-3-carboxylate C(C)(C)(C)OC(=O)NC=1C(=NN2C1SC(=C2C(=O)OC)I)C